1-naphthalenylsulfonyl chloride C1(=CC=CC2=CC=CC=C12)S(=O)(=O)Cl